C(OC[C@H]1O[C@@]([C@@H]([C@@H]1O)O)(C#N)C1=CC=C2C(=NC=NN21)N)(OC(C)(C=2C=NC=CC2)C)=O [(2R,3S,4R,5R)-5-(4-aminopyrrolo[2,1-f][1,2,4]triazin-7-yl)-5-cyano-3,4-dihydroxy-tetrahydrofuran-2-yl]methyl [1-methyl-1-(3-pyridyl)ethyl] carbonate